C(C)OC=1C(=C(C=CC1N)C1=CC=C(C=C1)N)OCC diethoxy-4,4'-diaminobiphenyl